N1(CCC1)CCCOC1=CC=2N(C=C1)C(=CN2)C2=CC(=NC=N2)NC(C)C2=CC=C(C=C2)C=2C=NN(C2)C {6-[7-(3-azetidin-1-yl-propoxy)-imidazo[1,2-a]pyridin-3-yl]-pyrimidin-4-yl}-{1-[4-(1-methyl-1H-pyrazol-4-yl)-phenyl]-ethyl}-amine